[Si](C1=CC=CC=C1)(C1=CC=CC=C1)(C(C)(C)C)OCC[C@@H](C1(CC1)F)N[S@](=O)C(C)(C)C (R)-N-[(1S)-3-[(tert-butyldiphenylsilyl)oxy]-1-(1-fluorocyclopropyl)propyl]-2-methylpropane-2-sulfinamide